FC(C1=C(C=CC(=C1)C(F)(F)F)CC(=O)N(CC=1OC(=NN1)C1=NC=C(C=N1)C1CN(CC1)S(=O)(=O)C)C1=CC=C(C=C1)F)(F)F 2-(2,4-bis(trifluoromethyl)phenyl)-N-(4-fluorophenyl)-N-((5-(5-(1-(methylsulfonyl)pyrrolidin-3-yl)pyrimidin-2-yl)-1,3,4-oxadiazol-2-yl)methyl)acetamide